CS(=O)(=O)C1=CC(=C(C=C1)NCC#CC=1N(C=2C=CC=C(C2C1)NC1CCC(CC1)N1CC2(C1)CCOCC2)CC(F)(F)F)OC 2-{3-[(4-methanesulfonyl-2-methoxyphenyl)amino]prop-1-yn-1-yl}-N-[(1R,4R)-4-{7-oxa-2-azaspiro[3.5]nonan-2-yl}cyclohexyl]-1-(2,2,2-trifluoroethyl)-1H-indol-4-amine